1-(4-bromo-2-pyridyl)-2,2-difluoro-ethanone BrC1=CC(=NC=C1)C(C(F)F)=O